N-isobutoxy-2-methylbenzamide C(C(C)C)ONC(C1=C(C=CC=C1)C)=O